3-chloro-4-(3'-fluoro-benzyloxy)-aniline ClC=1C=C(N)C=CC1OCC1=CC(=CC=C1)F